methyl 6-bromo-1-methyl-4-((2-methyl oxazol-4-yl) (tetrahydro-2H-pyran-4-yl) methyl)-1,4-dihydropyrazolo[3',4':4,5]pyrrolo[3,2-b]pyridine-3-carboxylate BrC=1C=C2C(=NC1)C1=C(N2C(C2CCOCC2)C=2N=C(OC2)C)C(=NN1C)C(=O)OC